ClC=1C=C(C(=O)NC2=CC=C(C=C2)[C@@H]2CNCCC2)C=CC1 |r| (RS)-3-Chloro-N-(4-piperidin-3-yl-phenyl)-benzamid